CN1N=C(C2=C1CN(C2)C(=O)OC(C)(C)C)C2=CC=CC=C2 tert-butyl 1-methyl-3-phenyl-4,6-dihydropyrrolo[3,4-c]pyrazole-5(1H)-carboxylate